3-oxo-2-benzofuran O=C1OCC2=C1C=CC=C2